C(C)(C)(C)OC([C@H](CCCCCCBr)C)=O (S)-8-bromo-2-methyloctanoic acid tert-butyl ester